4-(4-bromo-2-oxo-2,3-dihydro-1H-1,3-benzodiazol-1-yl)-N-(1-methyl-1H-1,3-benzodiazol-2-yl)cyclohexane-1-carboxamide BrC1=CC=CC=2N(C(NC21)=O)C2CCC(CC2)C(=O)NC2=NC1=C(N2C)C=CC=C1